C(C1=CC=CC=C1)OC[C@@H](CSC(C1=CC=CC=C1)(C1=CC=CC=C1)C1=CC=CC=C1)N1C=NC2=C1C=CC=C2 (S)-1-(1-(benzyloxy)-3-(tritylthio)propan-2-yl)-1H-benzo[d]imidazole